C(C1=CC=CC=C1)N1C(CC(=CC1([2H])[2H])C1=CC=2C(=NC(=CN2)Cl)S1)([2H])[2H] 6-(1-benzyl-1,2,3,6-tetrahydropyridin-4-yl-2,2,6,6-d4)-3-chlorothieno[2,3-b]pyrazine